Spiro[4.5]decan-4-amine C1CCC(C12CCCCC2)N